potassium 1,3-dioxo-2,3-dihydro-1H-isoindol-2-ide O=C1[N-]C(C2=CC=CC=C12)=O.[K+]